methyl-N-[(1E)-[2-methyl-5-(trifluoromethyl)-1,3-oxazol-4-yl]methylene]propane-2-sulfinamide CCC(C)S(=O)/N=C/C=1N=C(OC1C(F)(F)F)C